methylphosphine oxide C[PH2]=O